3-methyl-1-(4-chlorophenyl)-1H-pyrazol-5-ol CC1=NN(C(=C1)O)C1=CC=C(C=C1)Cl